NC1=CC(=C(C(=O)O)C=C1C)F 4-Amino-2-fluoro-5-methylbenzoic acid